ethyl 3-{[6-(5-chloro-2-fluorophenyl)-4-({2-[3-(4-methylpiperazin-1-yl)propanamido]pyridin-4-yl}amino)pyridazin-3-yl](methyl)amino}-2,2-dimethylpropanoate ClC=1C=CC(=C(C1)C1=CC(=C(N=N1)N(CC(C(=O)OCC)(C)C)C)NC1=CC(=NC=C1)NC(CCN1CCN(CC1)C)=O)F